C12CN(CCC(CC1)N2)C(=O)C=2C(=NC(=CC2)NC2=NC=C(C(=N2)C=2C=C(C1=C(N(C(=N1)C)C(C)C)C2)F)F)C (3,9-diazabicyclo[4.2.1]nonan-3-yl)(6-((5-fluoro-4-(4-fluoro-1-isopropyl-2-methyl-1H-benzo[d]imidazol-6-yl)pyrimidin-2-yl)amino)-2-methylpyridin-3-yl)methanone